5-((6-Amino-5-carbonylpyrimidin-4-yl) amino)-6-methoxy-1H-indazoleformate NC=1C(C(N=CN1)NC=1C=C2C(=NNC2=CC1OC)C(=O)[O-])=C=O